COC=1C(=CC=C2C=NN(C12)CC(F)(F)F)N 7-Methoxy-1-(2,2,2-trifluoroethyl)-1H-indazol-6-amine